CN1C(N(C(C2=C1N=C(C=C2NCC(=O)NC2=CC=CC=C2)N2CCN(CC2)C)=O)C)=O 2-{[1,3-dimethyl-7-(4-methylpiperazin-1-yl)-2,4-dioxo-1,2,3,4-tetrahydropyrido[2,3-d]pyrimidin-5-yl]amino}-N-phenylacetamide